5-({8-phenyl-6,7-dihydro-5H-benzo[7]annulen-4-yl}oxy)pentyl prop-2-enoate C(C=C)(=O)OCCCCCOC1=CC=CC=2C=C(CCCC21)C2=CC=CC=C2